6,7-dichloro-3-(2-hydroxyethyl)-1,3,4,9-tetrahydro-[1,2,6]thiadiazino[4,3-g]indole 2,2-dioxide ClC=1C=2C(=CNC2C2=C(C1)CN(S(N2)(=O)=O)CCO)Cl